C(C)(C)OC=1C=CC(=NC1C)C=O (5-isopropoxy-6-methyl-2-pyridyl)methanone